ClC=1C=C(C(=NC1)C)N[C@@H](C)C1=CC=C(S1)C(=O)N[C@H](C(=O)NC1=CC(=CC=C1)S(=O)(=O)C)CC1CCCC1 (2S)-2-({5-[(1S)-1-[(5-chloro-2-methylpyridin-3-yl)amino]ethyl]thiophen-2-yl}formamido)-3-cyclopentyl-N-(3-methanesulfonylphenyl)propanamide